N1(CCCC1)/C(=C/C(=O)OCC)/C (E)-ethyl 3-(pyrrolidin-1-yl)but-2-enoate